OC1(C(C(=O)[PH2]=O)C(=CC=C1)C)C 2-hydroxy-2,6-dimethylbenzoyl-phosphine oxide